4-methyl-5-[8-(methylamino)-[1,2,4]triazolo[1,5-a]1,6-naphthyridin-2-yl]pyridin-1-ol CC1=CCN(C=C1C1=NN2C(C=CC3=CN=C(C=C23)NC)=N1)O